2-[4-(4-Hydroxypiperidin-1-yl)-6-(3-hydroxypiperidin-1-yl)-pyrimidin-2-ylamino]-4-methyl-thiazole-5-carboxylic acid ethyl ester C(C)OC(=O)C1=C(N=C(S1)NC1=NC(=CC(=N1)N1CCC(CC1)O)N1CC(CCC1)O)C